C1(=CCCC1)C=1C=NC(=NC1)N 5-(cyclopent-1-en-1-yl)pyrimidin-2-amine